((1r,4r)-4-(((2-(4-isopropylpiperidin-1-yl)pyrimidin-5-yl)amino)methyl)cyclohexyl)carbamic acid tert-butyl ester C(C)(C)(C)OC(NC1CCC(CC1)CNC=1C=NC(=NC1)N1CCC(CC1)C(C)C)=O